(R)-N-(4,4-difluoro-1-methylpyrrolidin-3-yl)-5-(1-(2,2-difluoroethyl)-1H-benzo[d][1,2,3]triazol-6-yl)-4-methoxypyrrolo[2,1-f][1,2,4]triazin-7-d-2-amine FC1([C@@H](CN(C1)C)NC1=NN2C(C(=N1)OC)=C(C=C2[2H])C=2C=CC1=C(N(N=N1)CC(F)F)C2)F